FC1=COC2=C1C=CC(=C2)CC(C)NCC(=O)O (1-(3-fluorobenzofuran-6-yl)propan-2-yl)glycine